CC1(CCC1)C 2,2-dimethylcyclobutan